C(C)N1C(N(C=2N=C(NC2C1=O)CCC1=CC(=CC=C1)OC)CCCCP(O)(O)=O)=O (4-(1-Ethyl-8-(3-methoxyphenethyl)-2,6-dioxo-1,2,6,7-tetrahydro-3H-purin-3-yl)butyl)phosphonic acid